ClC1=C(C(=CC=C1)C)NC(=O)N[C@@H]1C[C@H](C2=CC(=C3C=C(N=CC3=C21)C2CC2)S(NCC(C)C)(=O)=O)NC(=O)C=2C=NC=CC2 N-[trans-(4RS,9RS)-9-[(2-chloro-6-methylphenyl)carbamoylamino]-3-cyclopropyl-5-(2-methylpropylsulfamoyl)-8,9-dihydro-7H-cyclopenta[h]isoquinolin-7-yl]pyridine-3-carboxamide